ClC=1C=CC2=C(N=C(O2)C2CC3(CC(C3)NC(=O)C=3OC(=CC3)S(NC(COC)=O)(=O)=O)C2)C1 (Sa)-N-[6-(5-chloro-1,3-benzoxazol-2-yl)spiro[3.3]heptan-2-yl]-5-[(2-methoxyacetyl)sulfamoyl]furan-2-carboxamide